3-nitro-4-(2-oxopiperidin-1-yl)benzoic acid [N+](=O)([O-])C=1C=C(C(=O)O)C=CC1N1C(CCCC1)=O